Cl.Cl.CN(S(=O)(=O)C1CCCCC1)C N,N-dimethylcyclohexane-1-sulfonamide dihydrochloride